FC(C=1C=C(C=CC1)CS(=O)(=O)N)(F)F 1-(3-(trifluoromethyl)phenyl)methanesulfonamide